CSC1=NN2C(NC(=CC2=O)CCC)=N1 2-methylsulfanyl-5-propyl-4H-[1,2,4]triazolo[1,5-a]pyrimidin-7-one